ClC=1C=C(C=CC1F)C1=CN(C=2C1=NC=C(C2)C=2C(=NOC2C)C)C2=C(C=C(C(=O)O)C=C2OCC)OCC 4-(3-(3-chloro-4-fluorophenyl)-6-(3,5-dimethylisoxazol-4-yl)-1H-pyrrolo[3,2-b]pyridin-1-yl)-3,5-diethoxybenzoic acid